(hex-5-en-1-yl)-tris((1,1,1,3,5,5,5-heptamethyltrisiloxan-3-yl)oxy)-silane C(CCCC=C)[Si](O[Si](O[Si](C)(C)C)(O[Si](C)(C)C)C)(O[Si](O[Si](C)(C)C)(O[Si](C)(C)C)C)O[Si](O[Si](C)(C)C)(O[Si](C)(C)C)C